ClC=1C=C2C(=CN(C2=CC1)CC1CC1)C1CCN(CC1)C(=O)OC(C)(C)C tert-Butyl 4-(5-chloro-1-(cyclopropylmethyl)-1H-indol-3-yl)piperidine-1-carboxylate